1-(2-chlorobenzyl)-1,2,3,4-tetrahydroquinoxalin ClC1=C(CN2CCNC3=CC=CC=C23)C=CC=C1